ClC=1C=C2C=CN=C(C2=CC1)N([C@H]1CN(CCC1)C(=O)OC(C)(C)C)C(C1=C(C=C(C=C1)C=1N=NN(C1)C)F)=O tert-butyl (3R)-3-[(6-chloro-1-isoquinolyl)-[2-fluoro-4-(1-methyltriazol-4-yl)benzoyl]amino]piperidine-1-carboxylate